S[C@@H]1CC[C@H](CC1)O trans-4-mercaptocyclohexan-1-ol